CC1=C(C=C(C=N1)NC(C1=CC(=CC=C1)C(F)(F)F)=O)C1=CC2=C(N=C(N=C2)NC)N=C1C N-(6-methyl-5-(7-methyl-2-(methylamino)pyrido[2,3-d]pyrimidin-6-yl)pyridin-3-yl)-3-(trifluoromethyl)benzamide